C1(=CC=CC=C1)\C(=C/OCCOCCOCCOC)\C (Z)-13-phenyl-2,5,8,11-tetraoxatetradec-12-ene